P(=O)(O)(O)[C@](N)(CO)C(=O)O D-alpha-Phosphoserine